5,5',5''-(hydroxymethanetriyl)tris(2-hydroxybenzoic acid) OC(C=1C=CC(=C(C(=O)O)C1)O)(C=1C=CC(=C(C(=O)O)C1)O)C=1C=CC(=C(C(=O)O)C1)O